(R)-2-((tert-butoxycarbonyl)amino)-5,5-difluorohexanoic acid C(C)(C)(C)OC(=O)N[C@@H](C(=O)O)CCC(C)(F)F